(S)-8'-(difluoromethoxy)-8-fluoro-7-methyl-6'-(trifluoromethyl)-3'H-spiro[chroman-4,2'-imidazo[1,2-a]pyridine] FC(OC=1C=2N(C=C(C1)C(F)(F)F)C[C@]1(N2)CCOC2=C(C(=CC=C21)C)F)F